ClC1=CC=C(C=C1)[C@H](C)O (S)-1-(4'-chlorophenyl)ethanol